ClC1=CC=C(C=C1)C1=CC(=NC(=N1)C=1C=NC=CC1)N[C@@H]1CC[C@H](CC1)O Trans-4-((6-(4-chlorophenyl)-2-(pyridin-3-yl)pyrimidin-4-yl)amino)cyclohexan-1-ol